pentacenyl-silole C1(=CC=CC2=CC3=CC4=CC5=CC=CC=C5C=C4C=C3C=C12)[SiH]1C=CC=C1